molybdenum tripropanolate C(CC)[O-].C(CC)[O-].C(CC)[O-].[Mo+3]